C(CCCCCCCCCCCCCCC)O 1-n-hexadecanol